FC=1C=C2C(N(C(NC2=CC1C1=NC=C(C=N1)C(F)(F)F)=O)CCC[C@H](C)NC=1C=NNC(C1C(F)(F)F)=O)=O 6-fluoro-3-[(4S)-4-[[6-oxo-5-(trifluoromethyl)-1H-pyridazin-4-yl]amino]pentyl]-7-[5-(trifluoromethyl)pyrimidin-2-yl]-1H-quinazoline-2,4-dione